FC=1C=C(C#N)C=C(C1N1CCC(CC1)N1C(C(N(C2=CC=CC=C12)C)=O)=O)F 3,5-difluoro-4-(4-(4-methyl-2,3-dioxo-3,4-dihydroquinoxalin-1(2H)-yl)piperidine-1-yl)benzonitrile